ClC1=CC(=NC(=C1)N1C[C@@H](N[C@@H](C1)C)C)C=1C=NN2C1C=CC=C2 3-(4-chloro-6-((3S,5R)-3,5-dimethylpiperazin-1-yl)pyridin-2-yl)pyrazolo[1,5-a]pyridine